(1r,3r)-3-(4-(5-chlorothien-2-yl)-5-(thiazol-2-yl)-4H-1,2,4-triazol-3-yl)cyclobutan-1-amine ClC1=CC=C(S1)N1C(=NN=C1C=1SC=CN1)C1CC(C1)N